O=C1N(C(C2=CC=CC=C12)=O)CCCCOC=1C=C(C=C(C1)CN(CC1=NC=CC=C1)CC1=CC=CC(=N1)NC(C1=CC=CC=C1)=O)CN(CC1=NC=CC=C1)CC1=CC=CC(=N1)NC(C1=CC=CC=C1)=O N,N'-(((((5-(4-(1,3-dioxoisoindolin-2-yl)butoxy)-1,3-phenylene)bis(methylene))bis((pyridin-2-ylmethyl)azanediyl))bis(methylene))bis(pyridine-6,2-diyl))dibenzamide